C(C(C)C)C1=CC(=C(S1)S(=O)(=O)NC([O-])=O)C1=CC=C(C=C1)C(C)N1C(=NC=C1)C ((5-isobutyl-3-(4-(1-(2-methyl-1H-imidazol-1-yl)ethyl)phenyl)thiophen-2-yl)sulfonyl)carbamate